5-(4-((4-Acetylpiperazin-1-yl)methyl)-2-fluoro-6-hydroxyphenyl)-1,2,5-thiadiazolidin-3-one 1,1-dioxide C(C)(=O)N1CCN(CC1)CC1=CC(=C(C(=C1)O)N1CC(NS1(=O)=O)=O)F